CC1=C(N=C(C=2N1C=CN2)N2[C@H](CC2)C)N2C=NC(=C2)C2CN(C2)C 5-methyl-8-[(2S)-2-methylazetidin-1-yl]-6-[4-(1-methylazetidin-3-yl)imidazol-1-yl]imidazo[1,2-a]pyrazine